ethyl 2-(7-formyl-4,5-dihydro-3H-benzo[e]indazol-3-yl)-3-methylbutanoate C(=O)C1=CC2=C(C=3C=NN(C3CC2)C(C(=O)OCC)C(C)C)C=C1